4-[2-(2,3-dimethylphenyl)-2-(1H-imidazol-4-yl)ethyl]-2-methyl-1,3-oxazole CC1=C(C=CC=C1C)C(CC=1N=C(OC1)C)C=1N=CNC1